2-(2'-ethyl-4'-((2-(methylsulfonyl)-2,6-diazaspiro[3.4]octan-6-yl)methyl)-[1,1'-biphenyl]-4-yl)-1,1,1,3,3,3-hexafluoropropan-2-ol C(C)C1=C(C=CC(=C1)CN1CC2(CN(C2)S(=O)(=O)C)CC1)C1=CC=C(C=C1)C(C(F)(F)F)(C(F)(F)F)O